NC=1NC(=C(N1)C1=CC(=NC=C1)C)C1=CC2=C(OCC(N2CC2CC2)=O)C=C1 6-(2-Amino-4-(2-methylpyridin-4-yl)-1H-imidazol-5-yl)-4-(cyclopropyl-methyl)-2H-benzo[b][1,4]oxazin-3(4H)-one